2-[(2Z)-2-(aminomethyl)-3-fluoroprop-2-en-1-yl]-4-(5-bromo-3-methylpyridin-2-yl)-2,4-dihydro-3H-1,2,4-triazol-3-one hydrochloride Cl.NC/C(/CN1N=CN(C1=O)C1=NC=C(C=C1C)Br)=C/F